8-(2-methyl-2-hexyloxycarbonyl)-tetracyclo[4.4.0.12,5.17,10]-3-dodecene CC(C)(CCCC)OC(=O)C1C2C3C4C=CC(C3C(C1)C2)C4